[(E,1S)-6-(dimethylamino)-1-[[1-[(5-fluoro-1-methyl-indol-2-yl) methyl]-2-oxo-3-pyridyl] carbamoyl]-6-oxo-hex-4-enyl]N-[2-[tert-butoxycarbonyl (methyl)amino]ethyl]-N-methyl-carbamate CN(C(/C=C/CC[C@@H](C(NC=1C(N(C=CC1)CC=1N(C2=CC=C(C=C2C1)F)C)=O)=O)OC(N(C)CCN(C)C(=O)OC(C)(C)C)=O)=O)C